C(#N)[C@H](C[C@H]1C(NCC1)=O)NC(=O)[C@H]1N([C@H]2CC([C@@H]1CC2)(F)F)C([C@H](CC2CCC2)NC(C(F)(F)F)=O)=O (1R,3S,4R)-N-((S)-1-cyano-2-((S)-2-oxopyrrolidin-3-yl)ethyl)-2-((S)-3-cyclobutyl-2-(2,2,2-trifluoroacetamido)propanoyl)-5,5-difluoro-2-azabicyclo[2.2.2]octane-3-carboxamide